3-(N-(5-chloro-2-(3,3-difluoropiperidin-1-yl)phenyl)sulfamoyl)-4-methoxybenzoic acid ClC=1C=CC(=C(C1)NS(=O)(=O)C=1C=C(C(=O)O)C=CC1OC)N1CC(CCC1)(F)F